C(C)S(=O)(SCC1=CC=CC=C1)=O S-benzyl ethanethiosulfonate